tert-butyl N-[2-[[6-(N-ethyl-S-methyl-sulfonimidoyl)pyridine-3-carbonyl]amino]-4-(4-fluorophenyl)phenyl]carbamate C(C)N=S(=O)(C)C1=CC=C(C=N1)C(=O)NC1=C(C=CC(=C1)C1=CC=C(C=C1)F)NC(OC(C)(C)C)=O